4-(benzyloxy)-3-(1-(3-(4-methyl-2H-1,2,3-triazol-2-yl)propyl)pyrrolidin-3-yl)-1H-indole C(C1=CC=CC=C1)OC1=C2C(=CNC2=CC=C1)C1CN(CC1)CCCN1N=CC(=N1)C